N=1C=NN2C1C=C(C=C2)OC2=CC(=C(C=C2C)NC2=NC=NC1=CC=C3C(=C21)OC[C@@H]2N3CCNC2)F (R)-N-(4-([1,2,4]triazolo[1,5-a]pyridin-7-yloxy)-2-fluoro-5-methylphenyl)-6,6a,7,8,9,10-hexahydropyrazino[1',2':4,5][1,4]oxazino[2,3-f]quinazolin-4-amine